BrC1=CC2=C(NC(C(CN2)NC(C)=O)=O)N=C1 N-(8-bromo-4-oxo-2,3,4,5-tetrahydro-1H-pyrido[2,3-b][1,4]diazepin-3-yl)acetamide